5-methyl-N-(pyridin-4-ylmethyl)-6-(3-(trifluoromethyl)-7,8-dihydro-1,6-naphthyridin-6(5H)-yl)pyridazine-3-carboxamide CC=1C=C(N=NC1N1CC=2C=C(C=NC2CC1)C(F)(F)F)C(=O)NCC1=CC=NC=C1